C1(CC1)C1=C(C(=NO1)C1=C(C=CC=C1Cl)Cl)C(=O)OC1C[C@H]2CC[C@@H](C1)N2C=2SC1=C(N2)C(=CC(=C1)C(NCC(=O)OC(C)(C)C)=O)F (1R,3R,5S)-8-(6-[[2-(tert-butoxy)-2-oxoethyl]carbamoyl]-4-fluoro-1,3-benzothiazol-2-yl)-8-azabicyclo[3.2.1]octan-3-yl 5-cyclopropyl-3-(2,6-dichlorophenyl)-1,2-oxazole-4-carboxylate